[N+](=O)([O-])C1=CC=C(C=C1)N1CCC(CC1)CN1C[C@@H]2[C@H](C1)CC(C2)NC(OCC2=CC=CC=C2)=O benzyl ((3aR,5s,6aS)-2-((1-(4-nitrophenyl)piperidin-4-yl)methyl) octahydrocyclopenta[c]pyrrol-5-yl)carbamate